cis-tert-butyl N-[4-[[2-chloro-5-[methoxy(methyl) carbamoyl]-4-pyridyl]amino] cyclohexyl]carbamate ClC1=NC=C(C(=C1)N[C@H]1CC[C@H](CC1)NC(OC(C)(C)C)=O)C(N(C)OC)=O